C(C(=C)C)(=O)N1CC=2C(=C1)C=C(C2)O N-methacryloyl-5-hydroxycyclopenta[c]pyrrole